4-bromo-1-(1-phenyl-1H-pyrrol-2-yl)-1H-benzimidazole BrC1=CC=CC=2N(C=NC21)C=2N(C=CC2)C2=CC=CC=C2